N-[5-(1-hydroxy-1-methyl-ethyl)-2-[4-(hydroxymethyl)-1-piperidyl]-1,3-benzothiazol-6-yl]pyridine-2-carboxamide OC(C)(C)C=1C(=CC2=C(N=C(S2)N2CCC(CC2)CO)C1)NC(=O)C1=NC=CC=C1